2-chloro-9-isopropyl-N-(2-(3-methyl-1H-pyrazol-1-yl)benzyl)-9H-purin-6-amine ClC1=NC(=C2N=CN(C2=N1)C(C)C)NCC1=C(C=CC=C1)N1N=C(C=C1)C